C1(CCCCC1)C1=CC=C(C=C1)NC=1C2=C(N=C(N1)N1C[C@H](OCC1)C)N=CC(=C2)C(=O)OC methyl (R)-4-((4-cyclohexylphenyl)amino)-2-(2-methylmorpholino)pyrido[2,3-d]pyrimidine-6-carboxylate